BrC1=CC=C(O1)C=1N(C(=NN1)SCC(=O)OCC)C1=C(C=CC=C1OC)OC Ethyl {[5-(5-bromofuran-2-yl)-4-(2,6-dimethoxyphenyl)-4H-1,2,4-triazol-3-yl]sulfanyl}acetate